2,7-bis[2-(2,2'-bipyridyl-6-yl)-1,3,4-oxadiazol-5-yl]-9,9-dimethylfluorene N1=C(C=CC=C1C=1OC(=NN1)C1=CC=2C(C3=CC(=CC=C3C2C=C1)C1=NN=C(O1)C1=CC=CC(=N1)C1=NC=CC=C1)(C)C)C1=NC=CC=C1